5-amino-2-(2-hydroxy-1,1-dimethyl-ethyl)-6-morpholino-isoindolin-1-one NC=1C=C2CN(C(C2=CC1N1CCOCC1)=O)C(CO)(C)C